N-((R)-1-(3-(difluoromethyl)-2-fluorophenyl)ethyl)-4-(((1R,5S,6s)-3-methyl-3-azabicyclo[3.1.0]hexan-6-yl)amino)-6-oxo-1-(spiro[2.3]hexan-5-yl)-1,6-dihydropyridine-3-carboxamide FC(C=1C(=C(C=CC1)[C@@H](C)NC(=O)C1=CN(C(C=C1NC1[C@@H]2CN(C[C@H]12)C)=O)C1CC2(CC2)C1)F)F